Methoxytrimethoxysilane CO[Si](OC)(OC)OC